O.[Ga] Gallium water